NC1=NC=CC(=C1)N1C[C@H]2N(CC1)C([C@H](C2)CCCC2=CC=CC=1N=CSC12)=O (7S,8aS)-2-(2-aminopyridin-4-yl)-7-(3-(benzo[d]thiazol-7-yl)propyl)hexahydropyrrolo[1,2-a]pyrazin-6(2H)-one